[Ni].[Ag].[Cr] chromium-silver-nickel